COC1=C(CNC2=NC=NC3=C(C=CC=C23)C(=O)NC2=C3C=CN=C(C3=CC=C2C)NC2=CC(=NC=C2)C(F)(F)F)C=CC(=C1)OC 4-((2,4-dimethoxybenzyl)amino)-N-(6-methyl-1-((2-(trifluoromethyl)pyridin-4-yl)amino)isoquinolin-5-yl)quinazoline-8-carboxamide